CN1C(OCC12CCNCC2)=O 1-methyl-3-oxa-1,8-diazaspiro[4.5]decan-2-one